FC(C1=NN=C(O1)C=1C=CC(=NC1)CN1C(N(C2=C1C=C(C=C2)C=2C=NC=CC2)C2CCN(CC2)C)=O)F 3-((5-(5-(difluoromethyl)-1,3,4-oxadiazole-2-yl)pyridine-2-yl)methyl)-1-(1-methylpiperidine-4-yl)-5-(pyridine-3-yl)-1,3-dihydro-2H-benzo[d]imidazole-2-one